lysine aminomalonate NC(C(=O)O)C(=O)O.N[C@@H](CCCCN)C(=O)O